C(C)(C)(C)C=1C=C(CN(C(CN(S(=O)(=O)C2=C(C(=C(C(=C2F)F)F)F)F)CC2=C(C=CC=C2)C(F)(F)F)=O)C2=CC(=C(C(=O)O)C=C2)O)C=C(C1)C1CC1 4-(N-(3-(tert-butyl)-5-cyclopropylbenzyl)-2-(N-(2-(trifluoromethyl)benzyl)-(2,3,4,5,6-pentafluoro-phenyl)sulfonamido)acetamido)-2-hydroxybenzoic acid